CC1=NC(=CC=C1C1=CN=C2C(=N1)N(C(CN2)=O)CC2CCOCC2)C2=NN=CN2 7-(2-methyl-6-(4H-1,2,4-triazol-3-yl)pyridin-3-yl)-1-((tetrahydro-2H-pyran-4-yl)methyl)-3,4-dihydropyrazino[2,3-b]pyrazin-2(1H)-one